1-phenylpentan-2-aminium chloride [Cl-].C1(=CC=CC=C1)CC(CCC)[NH3+]